6-methoxy-1H-inden COC1=CC=C2C=CCC2=C1